CC1=NN(C(C1C(=O)NC1=CC(=CC=C1)C1=NC=CN=C1)=O)C1=CC=C(C=C1)C(F)(F)F 3-methyl-5-oxo-N-(3-(pyrazin-2-yl)phenyl)-1-(4-(trifluoromethyl)phenyl)-4,5-dihydro-1H-pyrazole-4-carboxamide